C(C)(C)(C)OC(NN1C(C2=CC=CC=C2C12C1=CC(=C(C=C1OC=1C=C(C(=CC21)C)N)N)C)=O)=O (3',6'-diamino-2',7'-dimethyl-3-oxospiro[isoindoline-1,9'-xanthen]-2-yl)carbamic acid tert-butyl ester